C1(CC1)N(C=1C2=C(N=CN1)N(C=C2)CC2C(CN(CC2)CC(=O)N)O)CC2=CC=C(C=C2)C(F)(F)F 2-(4-((4-(cyclopropyl(4-(trifluoromethyl)benzyl)amino)-7H-pyrrolo[2,3-d]pyrimidin-7-yl)methyl)-3-hydroxypiperidin-1-yl)acetamide